(1r,5s,6r)-3-(8-(3-methyl-1,2,4-oxadiazol-5-yl)-8-azabicyclo[3.2.1]oct-3-yl)-N-(1-(trifluoromethyl)cyclobutyl)-3-azabicyclo[3.1.0]hexane-6-carboxamide CC1=NOC(=N1)N1C2CC(CC1CC2)N2C[C@H]1C([C@H]1C2)C(=O)NC2(CCC2)C(F)(F)F